BrC=1C=C2CCC(N(C2=NC1)C1CC(C1)(C([2H])([2H])[2H])O)=O 6-bromo-1-[(cis)-3-hydroxy-3-(2H3)methylcyclobutyl]-1,2,3,4-tetrahydro-1,8-naphthyridin-2-one